2-METHYLBENZOTHIAZOLE-6-BORONIC ACID CC=1SC2=C(N1)C=CC(=C2)B(O)O